Cl.C(C)(C)N1C(=NC(=C1)C(F)(F)F)C1=CC=C(C=C1)[C@@H](C)NC(OC(C)(C)C)=O tert-butyl (R)-(1-(4-(1-isopropyl-4-(trifluoromethyl)-1H-imidazol-2-yl)phenyl)ethyl)carbamate-HCl